N(N)S(=O)(=O)C=1C=C(C=CC1)N(C(OC(C)(C)C)=O)C tert-butyl (3-(hydrazinylsulfonyl)phenyl)(methyl)carbamate